2-ethoxy-2-methyl-N-(methyldiethoxysilyloctyl)-1-aza-2-silacyclopentane C(C)O[Si]1(N(CCC1)CCCCCCCC[Si](OCC)(OCC)C)C